O[C@H]1CN(CC1)CC1=NN=C(O1)C=1C(=C(C=CC1)C1=C(C(=CC=C1)C=1OC2=C(N1)C=C(C=C2)CN2[C@@H](CCCC2)C(=O)O)C)C (S)-1-((2-(3'-(5-(((R)-3-hydroxypyrrolidin-1-yl)methyl)-1,3,4-oxadiazol-2-yl)-2,2'-dimethyl-[1,1'-biphenyl]-3-yl)benzo[d]oxazol-5-yl)methyl)piperidine-2-carboxylic acid